C(C1CO1)OC1=CC=C(C=C1)C(C)(C)C 4-tert-butylphenyl 2,3-epoxypropyl ether